(4-cyclopropylpiperazin-1-yl)(5-(2-nitrophenyl)-2-(4-(trifluoromethyl)phenyl)Azol-4-yl)methanone C1(CC1)N1CCN(CC1)C(=O)C=1C=C(NC1C1=C(C=CC=C1)[N+](=O)[O-])C1=CC=C(C=C1)C(F)(F)F